Cl.C[C@@H]1CC=2C(CN1)=C(NN2)C(=O)OCC ethyl (R)-6-methyl-4,5,6,7-tetrahydro-2H-pyrazolo[4,3-c]pyridine-3-carboxylate hydrochloride